3-cyclopropyl-1H-pyrrolol C1(CC1)C1=C(NC=C1)O